C(C)(C)(C)OC(NC1=C(C=CC(=C1)C1CNCCC1)OC(F)(F)F)=O (5-piperidin-3-yl-2-trifluoromethoxy-phenyl)-carbamic acid tert-butyl ester